2,6-dibenzyloxy-3-(3-benzyloxy-4-bromo-phenyl)pyridine C(C1=CC=CC=C1)OC1=NC(=CC=C1C1=CC(=C(C=C1)Br)OCC1=CC=CC=C1)OCC1=CC=CC=C1